CN1C(=C2OC[C@H]3[C@@H](NS(C2=C1)(=O)=O)CN(C3)C(=O)OCC)C(NC3=CC(=C(C(=C3)F)F)F)=O ethyl (3aR,10aR)-7-methyl-8-((3,4,5-trifluorophenyl)carbamoyl)-3a,4,10,10a-tetrahydro-1H,7H-dipyrrolo[3,4-b:3',4'-f][1,4,5]oxathiazocine-2(3H)-carboxylate 5,5-dioxide